1,2-bis(4-(trifluoromethyl)phenyl)ethane FC(C1=CC=C(C=C1)CCC1=CC=C(C=C1)C(F)(F)F)(F)F